cis-caffeoyl-eicosanol C(\C=C/C1=CC(O)=C(O)C=C1)(=O)C(CCCCCCCCCCCCCCCCCCC)O